7-(trifluoromethyl)-1,3-benzodithiolane-4-carboxylate FC(C1=CC=C(C2=C1SCS2)C(=O)[O-])(F)F